NC=1N=CC2=C(N1)C1(C(N(C2)C=2C=C(C=CC2C)NC(=O)C2=CC=NO2)=O)CC1 N-(3-(2'-amino-7'-oxo-5'H-spiro[cyclopropane-1,8'-pyrido[4,3-d]pyrimidine]-6'(7'H)-yl)-4-methylphenyl)isoxazole-5-carboxamide